1-(4-bromo-2-fluorophenyl)-3-{4-[2-(3-hydroxyphenyl)ethyl]-4-methyl-2,5-dioxoimidazolidin-1-yl}urea BrC1=CC(=C(C=C1)NC(=O)NN1C(NC(C1=O)(C)CCC1=CC(=CC=C1)O)=O)F